C(C)(=O)OCCCCC=O 5-OXOPENTYL ACETATE